N1=CC=C(C=C1)C=1N=C(C2=C(N1)C=NC=C2)N2CCC1(CCN(C1)CCO)CC2 2-(8-(2-(pyridin-4-yl)pyrido[3,4-d]pyrimidin-4-yl)-2,8-diazaspiro[4.5]decan-2-yl)ethanol